C(#N)C1CC(N(CC1)C(=O)OC(C)(C)C)C tert-butyl 4-cyano-2-methylpiperidine-1-carboxylate